ClC=1C=C(C=CC1F)[C@@H]1NC[C@H](N(C1)C(=O)C1(CC1)C(F)(F)F)C [(2R,5S)-5-(3-chloro-4-fluoro-phenyl)-2-methyl-piperazin-1-yl]-[1-(trifluoromethyl)cyclopropyl]methanone